COC1=C(CCN2CCC(CC2)OC2CCN(CC2)C(=O)OC(C)(C)C)C(=CC(=C1)C1=CN(C(C2=CN=CC=C12)=O)C)OC tert-butyl 4-((1-(2,6-dimethoxy-4-(2-methyl-1-oxo-1,2-dihydro-2,7-naphthyridin-4-yl)phenethyl)piperidin-4-yl)oxy)piperidine-1-carboxylate